NCCNCCN1C(NCC1)=O 3-(2-((2-aminoethyl)amino)ethyl)-2-oxoimidazolidin